OC[C@H]1O[C@H]([C@H]([C@H]([C@H]1O)O)NC)OC (2R,3R,4R,5S,6R)-2-(hydroxymethyl)-6-methoxy-5-(methylamino)tetrahydro-2H-pyran-3,4-diol